OC=1C=C2CC[C@@H]([C@@H](C2=CC1)C1=CC=C(C=C1)N1CCC(CC1)CN1CCN(CC1)C=1C=C2CN(C(C2=CC1)=O)C1C(NC(CC1)=O)=O)C1CCOCC1 3-(5-(4-((1-(4-((1R,2R)-6-Hydroxy-2-(tetrahydro-2H-pyran-4-yl)-1,2,3,4-tetrahydronaphthalen-1-yl)phenyl)piperidin-4-yl)methyl)piperazin-1-yl)-1-oxoisoindolin-2-yl)piperidine-2,6-dione